FC(C1(NN(C=C1)C)C(=O)N([C@H](CC1=C(C=C(C=C1Cl)Cl)Cl)C)OC)F 3-(difluoromethyl)-N-methoxy-1-methyl-N-[(1S)-1-methyl-2-(2,4,6-trichlorophenyl)ethyl]pyrazole-3-carboxamide